imidazo[1,2-a]pyridin-8-carboxamide N=1C=CN2C1C(=CC=C2)C(=O)N